2-([1,1':3',1''-terphenyl]-5'-yl)-4-(4-bromophenyl)-6-phenyl-1,3,5-triazine C1(=CC=CC=C1)C1=CC(=CC(=C1)C1=NC(=NC(=N1)C1=CC=C(C=C1)Br)C1=CC=CC=C1)C1=CC=CC=C1